4-(4-dimethylaminostyryl)-4H-pyran CN(C1=CC=C(C=CC2C=COC=C2)C=C1)C